C(OC1=CC=C(C=C1)[N+](=O)[O-])(OCCC1=CNC(C(=C1)C(F)(F)F)=O)=O 4-nitrophenyl (2-(6-oxo-5-(trifluoromethyl)-1,6-dihydropyridin-3-yl) ethyl) carbonate